C(C=C)OC(=O)N1CCN(CC1)CC[C@H](CSC1=CC=CC=C1)NC1=C(C=C(C=C1)S(=O)(=O)N)S(=O)(=O)C(F)(F)F (R)-4-(4-(phenylthio)-3-((4-aminosulfonyl-2-((trifluoromethyl)sulfonyl)phenyl)amino)butyl)piperazine-1-carboxylic acid allyl ester